(3-((3-ethyloxetan-3-yl)methoxy)phenyl)benzamide C(C)C1(COC1)COC=1C=C(C=CC1)C1=C(C(=O)N)C=CC=C1